ClC1=C(C=CC=C1Cl)C1=C(N=CC(=N1)C(=O)NO)C 6-(2,3-dichlorophenyl)-N-hydroxy-5-methylpyrazine-2-carboxamide